sodium 2-acrylamido-2-methylpropanesulfonic acid salt C(C=C)(=O)NC(CS(=O)(=O)[O-])(C)C.[Na+]